C(C=CC1=CC=CC=C1)(=O)OC[C@H]1O[C@H]([C@@H]([C@H]([C@@H]1O)O)O)O[C@H]1COC(C1)=O ((2R,3S,4S,5R,6R)-3,4,5-trihydroxy-6-(((R)-5-oxotetrahydrofuran-3-yl)oxy)tetrahydro-2H-pyran-2-yl)methyl cinnamate